S(CCC(C(=O)O)CC1=CC(=C(C(=C1)C(C)(C)C)O)C(C)(C)C)CCC(C(=O)O)CC1=CC(=C(C(=C1)C(C)(C)C)O)C(C)(C)C.NC1=NC=NC2=C(C=CC=C12)C(=O)NC1=C2C=CN=C(C2=CC=C1C)NC1=CC=C(C=C1)OC 4-amino-N-(1-((4-methoxyphenyl)amino)-6-methylisoquinolin-5-yl)quinazoline-8-carboxamide thiodiethylenebis[3-(3,5-di-tert-butyl-4-hydroxy-phenyl)propionate]